C(C1=CC=CC=C1)OC1COCCC1(OC)OC 3-(benzyloxy)-4,4-dimethoxyoxane